(3S)-1,1-bis(tert-butyldimethylsilyloxy)methyl-tetrahydro-β-carboline-3-carboxylic acid methyl ester COC(=O)[C@H]1NC(C2=NC3=CC=CC=C3C2C1)(CO[Si](C)(C)C(C)(C)C)CO[Si](C)(C)C(C)(C)C